C(=C)C[Si](C)(C)C(C(C)=O)C(C)=O.[Cu] copper (vinyltrimethylsilyl)(acetylacetone)